((R)-3-hydroxy-3-methylpiperidin-1-yl)pyrido[4,3-d]pyrimidin O[C@]1(CN(CCC1)C=1N=CC2=C(N1)C=CN=C2)C